N-(3-(5,6-difluoro-1H-benzo[d]imidazol-2-yl)phenyl)-5-(pyrimidin-4-yl)pyrazin-2-amine FC1=CC2=C(NC(=N2)C=2C=C(C=CC2)NC2=NC=C(N=C2)C2=NC=NC=C2)C=C1F